N\C(\C(C)(C)NC(C)=O)=N/O (Z)-N-(1-amino-1-(hydroxyimino)-2-methylpropan-2-yl)acetamide